zinc chloride chloride [Cl-].[Cl-].[Zn+2]